9-(4-chloro-2-fluoro-phenyl)-2,3-dimethyl-7-[6-(2-methyl-4-pyridyl)-3,6-dihydro-2H-pyran-4-yl]pyrimido[1,2-b]pyridazin-4-one ClC1=CC(=C(C=C1)C=1C=2N(N=C(C1)C=1CCOC(C1)C1=CC(=NC=C1)C)C(C(=C(N2)C)C)=O)F